N1(C=NC=C1)C(=O)N1CCC(CC1)N1C(NC2=NC=CC=C21)=O 1,3-dihydro-1-[1-(1H-imidazol-1-ylcarbonyl)-4-piperidinyl]-2H-imidazo[4,5-b]pyridin-2-one